2-(2-fluorophenyl)-6-methyl-4-(1-methyl-2-oxo-5-phenyl-1,2-dihydropyridin-4-yl)-1,6-dihydro-7H-pyrrolo[2,3-c]pyridin-7-one FC1=C(C=CC=C1)C1=CC2=C(C(N(C=C2C2=CC(N(C=C2C2=CC=CC=C2)C)=O)C)=O)N1